trimethyl-ammonium tetrakis(tolyl)borate C1(=C(C=CC=C1)[B-](C1=C(C=CC=C1)C)(C1=C(C=CC=C1)C)C1=C(C=CC=C1)C)C.C[NH+](C)C